3-(N-(benzo[d][1,3]dioxol-5-yl)sulfamoyl)-N-(1-isopropyl-1H-pyrazolo[3,4-b]pyridin-5-yl)benzamide O1COC2=C1C=CC(=C2)NS(=O)(=O)C=2C=C(C(=O)NC=1C=C3C(=NC1)N(N=C3)C(C)C)C=CC2